octacosyl-3,5-di-tert-butyl-4-hydroxybenzyl phosphonate P(OC(C1=CC(=C(C(=C1)C(C)(C)C)O)C(C)(C)C)CCCCCCCCCCCCCCCCCCCCCCCCCCCC)([O-])=O